(R)-3-chloro-4-((3,5-difluoropyridine-2-yl)methoxy-d2)-5',6-dimethyl-2'-(3-((R)-3-methyl-2-carbonylpyrrolidin-3-yl)-1H-pyrazole-1-yl)-2H-[1,4'-bipyridine]-2-one ClC=1C(N(C(=CC1OC([2H])([2H])C1=NC=C(C=C1F)F)C)C1=CC(=NC=C1C)N1N=C(C=C1)[C@]1(C(NCC1)=C=O)C)=O